6-bromo-3-fluoro-2-{[(2S)-1-(1H-tetrazol-1-yl)propan-2-yl]oxy}pyridine BrC1=CC=C(C(=N1)O[C@H](CN1N=NN=C1)C)F